FC1=CC=C(C=C1)C(N1C[C@@H](N(C[C@@H]1C)C(=O)OC(C)(C)C)C)C1=CC=C(C=C1)F |&1:13| tert-butyl (2S,SR)-4-(bis(4-fluorophenyl)methyl)-2,5-dimethylpiperazine-1-carboxylate